O1CC(C1)CN (oxetan-3-yl)methanamine